(1-(4-((4-methoxybenzyl)amino)-4-oxobut-2-enamido)-3-methylbutyl)boronic acid COC1=CC=C(CNC(C=CC(=O)NC(CC(C)C)B(O)O)=O)C=C1